CN1N=C(C2=C1C(N(C2)C(=O)OC(C)(C)C)(C)C)NC(C2=CC=C(C=C2)[N+](=O)[O-])=O tert-butyl 1,6,6-trimethyl-3-(4-nitrobenzamido)-4,6-dihydropyrrolo[3,4-c]pyrazole-5(1H)-carboxylate